(R)-4-(1-(3-aminopiperidin-1-yl)-6-(p-tolyl)pyrrolo[1,2-a]pyrazin-7-yl)benzonitrile N[C@H]1CN(CCC1)C=1C=2N(C=CN1)C(=C(C2)C2=CC=C(C#N)C=C2)C2=CC=C(C=C2)C